CC(C(CC)C)N 1,2-dimethyl-n-butylamine